3-(6-(4-((1-(5-((2-amino-9-chloro-10-oxo-10H-chromeno[3,2-b]pyridin-3-yl)oxy)pyridin-2-yl)piperidin-4-yl)methyl)piperazin-1-yl)-1-oxoisoindolin-2-yl)piperidine-2,6-dione NC1=C(C=C2C(=N1)C(C=1C(=CC=CC1O2)Cl)=O)OC=2C=CC(=NC2)N2CCC(CC2)CN2CCN(CC2)C2=CC=C1CN(C(C1=C2)=O)C2C(NC(CC2)=O)=O